nickel (2,2'-bipyridine) dichloride [Cl-].[Cl-].N1=C(C=CC=C1)C1=NC=CC=C1.[Ni+2]